FC(C=1C(=C(C=CC1)[C@@H](C)NC1=NC(=NC2=CC(=C(C=C12)C1CCSCC1)OC)C)F)F N-[(1R)-1-[3-(difluoromethyl)-2-fluoro-phenyl]ethyl]-7-methoxy-2-methyl-6-tetrahydrothiopyran-4-yl-quinazolin-4-amine